C(C)(C)NC1=NN2C=NC(=C(C2=N1)OCC(F)(F)F)C=1C=NNC1 N-Isopropyl-7-(1H-pyrazol-4-yl)-8-(2,2,2-trifluoroethoxy)-[1,2,4]triazolo[1,5-c]pyrimidin-2-amine